2-(2-methoxyethyl)-2H-pyrazolo[4,3-b]Pyridine-5-carboxylic acid methyl ester COC(=O)C=1C=CC=2C(N1)=CN(N2)CCOC